5-{(3S)-5-fluoro-7-hydroxy-3-[(2-methylpropyl)amino]-3,4-dihydro-2H-1-benzothiopyran-6-yl}-1λ6,2,5-thiadiazolidine-1,1,3-trione FC1=C(C(=CC2=C1C[C@@H](CS2)NCC(C)C)O)N2CC(NS2(=O)=O)=O